ClC1=C(C(=O)N)C(=CC=N1)NC1=C(C=C(C=C1)OC)OC chloro-4-(2,4-dimethoxyphenylamino)nicotinamide